tert-Butyl (S)-4-((2-hydroxy-2-(6-methoxyquinolin-4-yl)ethyl)amino)piperidine-1-carboxylate O[C@H](CNC1CCN(CC1)C(=O)OC(C)(C)C)C1=CC=NC2=CC=C(C=C12)OC